N(=[N+]=[N-])C1=C(C=C2C(=NC=3N(C2=C1)C=NN3)N(C)C3=CC(=CC=C3)C3=CC=C(C=C3)C(C)(C)C)F 8-azido-N-[3-(4-tert-butylphenyl)phenyl]-7-fluoro-N-methyl-[1,2,4]triazolo[4,3-a]quinazolin-5-amine